COC1=CC=C(C=C1)N(C(=S)N)C1=CC=CC=C1 1-(4-methoxyphenyl)-1-phenylthiourea